N-(7-nitrobenzo[c][1,2,5]oxadiazol-4-yl)propanamide [N+](=O)([O-])C1=CC=C(C=2C1=NON2)NC(CC)=O